tert-butyl (6-methyl-5-(thiophene-2-sulfonyl)pyridin-2-yl)carbamate CC1=C(C=CC(=N1)NC(OC(C)(C)C)=O)S(=O)(=O)C=1SC=CC1